3-oxa-pentanone CC(OCC)=O